Methyl (Z)-3-((4-((tert-butyldimethylsilyl)oxy)phenyl)((4-(N-methyl-2-(4-methylpiperazin-1-yl) acetamido)phenyl)amino)methylene)-2-oxoindoline-5-carboxylate [Si](C)(C)(C(C)(C)C)OC1=CC=C(C=C1)/C(=C\1/C(NC2=CC=C(C=C12)C(=O)OC)=O)/NC1=CC=C(C=C1)N(C(CN1CCN(CC1)C)=O)C